C(C)CC(CC(=O)[O-])=O.C(CC)CC(CC(=O)[O-])=O.C(CC)CC(CC(=O)[O-])=O.[Al+3] aluminum bis(propyl acetoacetate)-mono(ethyl acetoacetate)